C(\C=C/CCCCCC)OC(CCCN(CCCC(=O)OC\C=C/CCCCCC)CCCN(CCCC(=C=O)OC\C=C/CCCCCC)CCO)=O di((Z)-non-2-en-1-yl)4,4'-((3-((2-hydroxyethyl)(4-(((Z)-non-2-en-1-yl)oxy)-4-carbonylbutyl)amino)propyl)azanediyl)dibutyrate